Methylamine iodide bromide [Br-].[I-].CN